N-(2,4-dimethoxybenzyl)acetamide-2,2,2-d3 COC1=C(CNC(C([2H])([2H])[2H])=O)C=CC(=C1)OC